[O-2].[Tb+3].[Ce+3].[O-2].[O-2] cerium-terbium oxide